Trimethylolpropan Trioleate C(CCCCCCC\C=C/CCCCCCCC)(=O)O.C(CCCCCCC\C=C/CCCCCCCC)(=O)O.C(CCCCCCC\C=C/CCCCCCCC)(=O)O.C(O)C(CC)(CO)CO